2-(4-cyclopropylpyrimidin-5-yl)-4-fluorophenol C1(CC1)C1=NC=NC=C1C1=C(C=CC(=C1)F)O